CN(C)CCC[Si](OC)(OC)OC N,N-Dimethyl-3-(trimethoxysilyl)propylamine